(5-(aminomethyl)pyridin-2-yl)-N,N-bis(pyridin-2-ylmethyl)methylamine hydrochloride Cl.NCC=1C=CC(=NC1)CN(CC1=NC=CC=C1)CC1=NC=CC=C1